3-bromo-2-(3,5-difluoropyridin-2-yl)-6,7-dihydro-5H-pyrazolo[5,1-b][1,3]Oxazine BrC=1C(=NN2C1OCCC2)C2=NC=C(C=C2F)F